C1N(CC12CNC2)C2=CC=C(C=C2)C2=CC1=C(C(=N2)C)N=C(N1C)C1=CC=C(C=C1)S(=O)(=O)C 6-(4-(2,6-diazaspiro[3.3]heptan-2-yl)phenyl)-1,4-dimethyl-2-(4-(methylsulfonyl)phenyl)-1H-imidazo[4,5-c]pyridine